BrC1=CC=CC(=N1)C1=CN=C2N1C=CC(=C2)C2(CC2)C 3-(6-bromo-2-pyridyl)-7-(1-methylcyclopropyl)imidazo[1,2-a]pyridine